CS(=O)(=O)CCOC=1C=C(/C=C/N2C(=CC(C=C2C)=O)C)C=CC1OC (E)-1-(3-methylsulfonylethoxy-4-methoxystyryl)-2,6-dimethylpyridin-4(1H)-one